S(=O)(=O)(O)CCCC[N+](CC=C)(CC=C)C N-(4-sulfobutyl)-N-methyl-N,N-diallylammonium